The molecule is an acyclic desferrioxamine. It has a role as an iron chelator and a siderophore. It is a conjugate acid of a desferrioxamine B(3-). CC(=O)N(CCCCCNC(=O)CCC(=O)N(CCCCCNC(=O)CCC(=O)N(CCCCCN)O)O)O